C(C1=CC=CC=C1)NC1=NC(=NC=2[C@H](CCCC12)OCC(C)(C)O)N1C(=CC=2C(=CC=CC12)C#N)C 1-[(8S)-4-(benzylamino)-8-(2-hydroxy-2-methyl-propoxy)-5,6,7,8-tetrahydroquinazolin-2-yl]-2-methyl-indole-4-carbonitrile